3,3'-(propane-2,2-diyldisulfonyl)bis(fluorobenzene) CC(C)(S(=O)(=O)C=1C=C(C=CC1)F)S(=O)(=O)C=1C=C(C=CC1)F